6-[5-(difluoromethyl)-1,3,4-oxadiazol-2-yl]-2-[(1S,2S)-2-hydroxy-1,2-di(pyridin-2-yl)ethyl]-2,3-dihydro-1H-isoindol-1-one FC(C1=NN=C(O1)C1=CC=C2CN(C(C2=C1)=O)[C@H]([C@@H](C1=NC=CC=C1)O)C1=NC=CC=C1)F